N[C@@H](COC(C(F)(F)F)(C)C)C1=NC2=C(N1)C=CC(=C2)CN2C(N[C@H](C2)C(F)(F)F)=O |o1:24| (R*)-1-((2-((R)-1-Amino-2-((1,1,1-trifluoro-2-methylpropan-2-yl)oxy)ethyl)-1H-benzo[d]imidazol-5-yl)methyl)-4-(trifluoromethyl)imidazolidin-2-one